NC([C@H](C[C@H]1C(NCCC1)=O)NC([C@H](CC1CC1)NC([C@H](CC1=CC=C(C=C1)F)NC(OCC1=CC=CC=C1)=O)=O)=O)=O benzyl N-[(1S)-2-[[(1S)-2-[[(1S)-2-amino-2-oxo-1-[[(3S)-2-oxo-3-piperidyl]methyl]ethyl]amino]-1-(cyclopropylmethyl)-2-oxo-ethyl]amino]-1-[(4-fluorophenyl)methyl]-2-oxo-ethyl]carbamate